O1CCNC2=C1C=CC(=C2)CC2=C(C=CC(=C2)[C@@H]2O[C@@H]([C@H]([C@@H]([C@H]2O)O)O)CO)C2=CC=C(C=C2)C (2S,3R,4R,5S,6R)-2-[2-(3,4-Dihydro-2H-benzo[1,4]oxazin-6-ylmethyl)-4'-methyl-biphenyl-4-yl]-6-hydroxymethyl-tetrahydro-pyran-3,4,5-triol